3-(4-amino-3-bromo-1H-pyrazolo[3,4-d]pyrimidin-1-yl)cyclopentane-1-ol NC1=C2C(=NC=N1)N(N=C2Br)C2CC(CC2)O